methyl (2S,4R)-4-isopropoxy-1-[2-(4-phenoxybutanamido)acetyl]pyrrolidine-2-carboxylate C(C)(C)O[C@@H]1C[C@H](N(C1)C(CNC(CCCOC1=CC=CC=C1)=O)=O)C(=O)OC